N-[3-chloro-4-[4-(piperidine-4-carbonyl)piperazine-1-carbonyl]phenyl]-5-[2,3-difluoro-4-(fluoromethoxy)phenyl]-1-methyl-imidazole-2-carboxamide formate C(=O)O.ClC=1C=C(C=CC1C(=O)N1CCN(CC1)C(=O)C1CCNCC1)NC(=O)C=1N(C(=CN1)C1=C(C(=C(C=C1)OCF)F)F)C